1,3-Bis[(2-cyano-3,3-diphenylacryloyl)oxy]-2,2-bis[[(2-cyano-3,3-biphenylacryloyl)oxy]methyl]propane C(#N)C(C(=O)OCC(COC(C(=C(C1=CC=CC=C1)C1=CC=CC=C1)C#N)=O)(COC(C=CC1=C(C(=CC=C1)C=1C=CC=CC1)C#N)=O)COC(C=CC1=C(C(=CC=C1)C=1C=CC=CC1)C#N)=O)=C(C1=CC=CC=C1)C1=CC=CC=C1